7-bromo-2-methyl-quinazolin-4(3H)-one BrC1=CC=C2C(NC(=NC2=C1)C)=O